7-(2-ethoxy)hexyloxy-coumarin-4-carbaldehyde CCOCCCCCCOC1=CC=C2C(=CC(OC2=C1)=O)C=O